C1(CC1)C=1N=NN(C1)[C@H](C(=O)N1[C@@H](C[C@H](C1)O)C(=O)NCCC1C(NC(C1)(C)C)=O)C(C)(C)C (2S,4r)-1-[(2S)-2-(4-cyclopropyl-triazol-1-yl)-3,3-dimethyl-butyryl]-N-[2-(5,5-dimethyl-2-oxo-pyrrolidin-3-yl)ethyl]-4-hydroxy-pyrrolidine-2-carboxamide